3-(4-{4-[(4-{2-[(4aS,5aR)-5,5-difluoro-5a-methyl-1H,4H,4aH,6H-cyclopropa[f]indazol-3-yl]-3H-1,3-benzodiazole-5-carbonyl}piperazin-1-yl)methyl]piperidin-1-yl}phenyl)piperidine-2,6-dione FC1([C@H]2CC=3C(=NNC3C[C@]21C)C=2NC1=C(N2)C=CC(=C1)C(=O)N1CCN(CC1)CC1CCN(CC1)C1=CC=C(C=C1)C1C(NC(CC1)=O)=O)F